[(1R)-1-({[(2-chloro-5-bromo-benzoyl)amino]acetyl}amino)-3-methylbutyl]neopentyl Glycol Borate B(O)(O)O.ClC1=C(C(=O)NCC(=O)N[C@H](CC(C)C)C(O)C(C)(CO)C)C=C(C=C1)Br